(1S)-2-phenyl-1-(1,3-thiazol-2-yl)ethanamine C1(=CC=CC=C1)C[C@H](N)C=1SC=CN1